butyl 4-(4-(4-(3-acrylamidophenoxy)-5-chloropyrimidin-2-ylamino)-3-methoxyphenyl)-1,4-diazepane-1-carboxylate C(C=C)(=O)NC=1C=C(OC2=NC(=NC=C2Cl)NC2=C(C=C(C=C2)N2CCN(CCC2)C(=O)OCCCC)OC)C=CC1